((2S,5R)-4-(Bis(4-bromophenyl)methyl)-2,5-dimethylpiperazin-1-yl)-2-methyl-1-(((S)-tetrahydrofuran-2-yl)methyl)-1H-[1,2,4]triazolo[3,4-b]purine BrC1=CC=C(C=C1)C(N1C[C@@H](N(C[C@H]1C)C=1C=2N=C(N(C2N2C(N1)=NN=C2)C[C@H]2OCCC2)C)C)C2=CC=C(C=C2)Br